CN(C(C1=C(C=CC=C1)O)=O)C N,N-dimethyl-2-hydroxybenzamide